SCC(=O)NCC(=O)NCC(=O)NCC(=O)O mercaptoacetyl-glycyl-glycyl-glycine